C1N(CCC2=CC=CC=C12)C[C@H](CN1CCOC2=C(C1=O)C=CC(=C2)O[C@H]2CN(CC2)CCOC)O 4-[(2R)-3-(3,4-dihydro-1H-isoquinolin-2-yl)-2-hydroxy-propyl]-8-[(3R)-1-(2-methoxyethyl)pyrrolidin-3-yl]oxy-2,3-dihydro-1,4-benzoxazepin-5-one